N1C(NCC1)=O.[Pt] platinum azapyrrolidone